C1(CC1)CNC1=NC=CC(=N1)C(=O)NC=1C=NC=C(C1)C1=C(C=CC=C1)F 2-((cyclopropylmethyl)amino)-N-(5-(2-fluorophenyl)pyridin-3-yl)pyrimidine-4-carboxamide